OCCC(=O)O mono-3-hydroxypropionic acid